6-fluoro-2,3-dimethoxybenzoic acid FC1=CC=C(C(=C1C(=O)O)OC)OC